FC1=C(C=CC(=C1)F)C1=C(C=C2C(NC(NC2=C1SC[C@@H](CO)OCCOC)=O)=O)C(F)(F)F 7-(2,4-difluorophenyl)-8-(((R)-3-hydroxy-2-(2-methoxyethoxy)propyl)thio)-6-(trifluoromethyl)quinazoline-2,4(1H,3H)-dione